ClC1=C(C2=C(C(N3[C@@H](CO2)CN(CC3)C(=O)OC(C)(C)C)=O)C(=N1)N1C(CC(C1)O)(C)C)Cl tert-butyl (6aR)-3,4-dichloro-1-(4-hydroxy-2,2-dimethylpyrrolidin-1-yl)-12-oxo-6a,7,9,10-tetrahydro-12H-pyrazino[2,1-c]pyrido[3,4-f][1,4]oxazepine-8(6H)-carboxylate